tert-butyl (2R,3S,4S)-4-[(tert-butyldimethylsilyl)oxy]-3-[(4-nitrophenoxycarbonyl)oxy]-2-{[4-(trifluoromethyl)phenyl]-methyl}pyrrolidine-1-carboxylate [Si](C)(C)(C(C)(C)C)O[C@@H]1[C@H]([C@H](N(C1)C(=O)OC(C)(C)C)CC1=CC=C(C=C1)C(F)(F)F)OC(=O)OC1=CC=C(C=C1)[N+](=O)[O-]